rac-N-(1-(tert-butyl)-3-((1R,3S,4S)-3-fluoro-4-hydroxycyclopentyl)-1H-pyrazol-5-yl)-2-(3-methylisoxazol-5-yl)acetamide C(C)(C)(C)N1N=C(C=C1NC(CC1=CC(=NO1)C)=O)[C@H]1C[C@@H]([C@H](C1)O)F |r|